C(CCC)OCCOCCOC(CCCCC(=O)OCCOCCOCCCC)=O bis(2-(2-butoxyethoxy)ethyl)adipate